phenyl-(4-methoxyphenyl)phosphoryl fluoride C1(=CC=CC=C1)P(=O)(C1=CC=C(C=C1)OC)F